ClC1=C2C=CC(=NC2=C(C(=C1)Cl)O)CN(C)C 5,7-Dichloro-2-[(dimethylamino)methyl]-8-chinolinol